4-[(1S)-1-(Pyridin-2-yl)ethoxy]-6-(4,4,5,5-tetramethyl-1,3,2-dioxaborolan-2-yl)pyrazolo[1,5-a]pyridine-3-carbonitrile N1=C(C=CC=C1)[C@H](C)OC=1C=2N(C=C(C1)B1OC(C(O1)(C)C)(C)C)N=CC2C#N